(S)-2,6-diaminohexanoic acid N[C@H](C(=O)O)CCCCN